tert-butyl (3-(4-(4-((2-amino-4-(pentylamino)-5H-pyrrolo[3,2-d]pyrimidin-5-yl)methyl)-3-methoxybenzyl)piperazin-1-yl)propyl)carbamate NC=1N=C(C2=C(N1)C=CN2CC2=C(C=C(CN1CCN(CC1)CCCNC(OC(C)(C)C)=O)C=C2)OC)NCCCCC